C(C)[Sn](CC)(CC)Cl triethyltin chloride